C(C)(C)(C)[SiH](O[Si](C)(C)O[SiH](C)C)O[Si](C)(C)C t-butyl-(trimethylsilyloxy)[(dimethylsiloxy)dimethylsiloxy]silane